FC(C1=CC=C(C=C1)[Se]C=1C=C2CCN(C2=CC1)S(=O)(=O)C)(F)F 5-(p-trifluoromethylphenylseleno)-1-methanesulfonylindoline